2-Cyano-2-(hydroxyimino)acetic acid ethyl ester potassium salt [K].C(C)OC(C(=NO)C#N)=O